tert-butyl 4-chloro-5H-pyrrolo[3',4':4,5]thieno[2,3-d]pyrimidine-6(7H)-carboxylate ClC=1C2=C(N=CN1)SC1=C2CN(C1)C(=O)OC(C)(C)C